2-(cis-2-aminocyclohexylamino)-4-(3-bromo-anilino)pyrimidine-5-carboxamide ethyl-2-(4-amino-2-((5-(3-(aminomethyl)phenyl)benzofuran-3-yl)methoxy)phenyl)acetate C(C)OC(CC1=C(C=C(C=C1)N)OCC1=COC2=C1C=C(C=C2)C2=CC(=CC=C2)CN)=O.N[C@@H]2[C@@H](CCCC2)NC2=NC=C(C(=N2)NC2=CC(=CC=C2)Br)C(=O)N